Tert-butyl 4-((4-bromobenzyl)oxy)piperidine-1-carboxylate BrC1=CC=C(COC2CCN(CC2)C(=O)OC(C)(C)C)C=C1